tert-butyl (2S)-2-(4-aminophenyl)morpholine-4-carboxylate NC1=CC=C(C=C1)[C@H]1CN(CCO1)C(=O)OC(C)(C)C